C(C)(C)(C)OC(=O)N1C[C@@H]2COC3=C(C(N2CC1)=O)C1=C(C(=C3Cl)C3=C(C=CC=C3O)Cl)N=CN1C (7aR)-5-chloro-4-(2-chloro-6-hydroxyphenyl)-1-methyl-13-oxo-1,7a,8,10,11,13-hexahydroimidazo[4,5-g]pyrazino[2,1-c][1,4]benzoxazepine-9(7H)-carboxylic acid tert-butyl ester